C(CCCCCCCCCCCCC)(=O)N[C@@H](CC(=O)[O-])C(=O)[O-].[Na+].[Na+] sodium N-myristoyl-L-aspartate